N1CC(C1)NC(C1=C(C(=C(C=C1)O)O)Cl)=O N-(azetidin-3-yl)-2-chloro-3,4-dihydroxybenzamide